C(C)(C)OC(=O)N1[C@H](CN(CC1)CC1=C(C(=CC(=C1)C)NC=1OC(=NN1)[C@H](CC)O)C)C (2S)-4-[[3-[[5-[(1S)-1-hydroxypropyl]-1,3,4-oxadiazol-2-yl]amino]-2,5-dimethyl-phenyl]methyl]-2-methyl-piperazine-1-carboxylic acid isopropyl ester